ClC1=C(C=C(C=C1)C1=CN(C2=NC(=CC=C21)C(=O)[O-])C(C)(C)C2=NC=CC=C2)F.[Li+] Lithium 3-(4-chloro-3-fluorophenyl)-1-(2-(pyridin-2-yl)propan-2-yl)-1H-pyrrolo[2,3-b]pyridine-6-carboxylate